5-(1-benzyl-1H-pyrazol-4-yl)-4-(4-methoxyphenyl)-1-methylpyridin-2(1H)-one C(C1=CC=CC=C1)N1N=CC(=C1)C=1C(=CC(N(C1)C)=O)C1=CC=C(C=C1)OC